The molecule is an ammonium ion resulting from the protonation of the nitrogen of (R)-benproperine. It is a conjugate acid of a (R)-benproperine. It is an enantiomer of a (S)-benproperine(1+). C[C@H](COC1=CC=CC=C1CC2=CC=CC=C2)[NH+]3CCCCC3